2,4,6-trimethyl-3,5-heptanedione CC(C)C(C(C(C(C)C)=O)C)=O